n-octyl-cyclononane C(CCCCCCC)C1CCCCCCCC1